C(C1=CC=CC=C1)OCC1(CCCCC1)C(NC1=C(C=C(C(=C1)OC)Br)I)=S (benzyloxymethyl)-N-(4-bromo-2-iodo-5-methoxy-phenyl)cyclohexanethiocarboamide